racemic-benzyl ((3R,4R)-3-hydroxypiperidin-4-yl)carbamate O[C@@H]1CNCC[C@H]1NC(OCC1=CC=CC=C1)=O |r|